C(=O)OCC(C)C isobutyl methanoate